((2-ethyl-1H-imidazol-5-yl)methyl)-N-methylbutanamide C(C)C=1NC(=CN1)CC(C(=O)NC)CC